4-(2-(1-bromoethyl)-5-chloro-4-oxoquinazolin-3(4H)-yl)-2-(trifluoromethyl)piperazine-1-carboxylic acid tert-butyl ester C(C)(C)(C)OC(=O)N1C(CN(CC1)N1C(=NC2=CC=CC(=C2C1=O)Cl)C(C)Br)C(F)(F)F